CC1=CC=C(C=C1)S(=O)(=O)OCC(COCC1=CC=CC=C1)O 3-(benzyloxy)-2-hydroxypropyl 4-methylbenzenesulfonate